ethyl 3-(4-t-butylphenyl)-2-(4-methylphenylsulfonamido)-3-bromopropionate C(C)(C)(C)C1=CC=C(C=C1)C(C(C(=O)OCC)NS(=O)(=O)C1=CC=C(C=C1)C)Br